gamma-(methacryloyloxy)-propyl-trimethoxysilane C(C(=C)C)(=O)OCCC[Si](OC)(OC)OC